3-(N,N-Dimethylamino)-7-(N-methyl-N-(p-carboxyphenyl)amino)-phenothiazin-5-ium chloride [Cl-].CN(C)C=1C=CC2=NC3=CC=C(C=C3[S+]=C2C1)N(C1=CC=C(C=C1)C(=O)O)C